N1=CN=CC(=C1)NCC pyrimidin-5-yl-ethylamine